tert-butyl N-[2-[[6-benzyloxy-8-fluoro-7-(1,1,4-trioxo-1,2,5-thiadiazolidin-2-yl)-2-naphthyl]oxy]ethyl]-N-methyl-carbamate C(C1=CC=CC=C1)OC=1C=C2C=CC(=CC2=C(C1N1S(NC(C1)=O)(=O)=O)F)OCCN(C(OC(C)(C)C)=O)C